SCC(=O)OCCOC(CS)=O ethyleneglycol bis(2-mercapto-acetate)